N=1N=CN(C1)C=1C=C(C=2C=NNC2C1)NCCOCCCCNCC=1NC2=CC=C(C=C2C1)C(F)(F)F 6-(4H-1,2,4-triazol-4-yl)-N-(2-(4-(((5-(trifluoromethyl)-1H-indol-2-yl)methyl)amino)butoxy)ethyl)-1H-indazol-4-amine